N,N-dimethyl-2-(5-(4,4,5,5-tetramethyl-1,3,2-dioxaborolan-2-yl)-2H-indazol-2-yl)ethan-1-amine CN(CCN1N=C2C=CC(=CC2=C1)B1OC(C(O1)(C)C)(C)C)C